2-Amino-4-chloro-5-nitrobenzoic acid methyl ester COC(C1=C(C=C(C(=C1)[N+](=O)[O-])Cl)N)=O